7-Chloro-4-[(2,4-dimethoxyphenyl)methylamino]-1-methyl-N-(1-methylpyrazol-4-yl)-N-[[6-(Trifluoromethyl)imidazo[1,2-a]pyridin-2-yl]methyl]imidazo[1,5-a]quinoxaline-8-carboxamide ClC=1C=C2N=C(C=3N(C2=CC1C(=O)N(CC=1N=C2N(C=C(C=C2)C(F)(F)F)C1)C=1C=NN(C1)C)C(=NC3)C)NCC3=C(C=C(C=C3)OC)OC